2-amino-3-(4-(4-((5-chloro-3-fluoropyridin-2-yl)oxy)phenyl)-1H-pyrazol-1-yl)propan-1-ol NC(CO)CN1N=CC(=C1)C1=CC=C(C=C1)OC1=NC=C(C=C1F)Cl